1-(ethyl(2-oxo-2-(4-(5-(trifluoromethyl)pyrimidin-2-yl)piperazin-1-yl)ethoxy)Amino)propane C(C)N(CCC)OCC(N1CCN(CC1)C1=NC=C(C=N1)C(F)(F)F)=O